N[C@H]1CS(C2=C(N(C1=O)CC1=CC=C(C=C1)Cl)C=C(C(=C2)F)C=2N=NN(N2)C2CCN(CC2)S(=O)(=O)C)(=O)=O (3R)-3-amino-5-[(4-chlorophenyl)methyl]-8-fluoro-7-[2-(1-methylsulfonyl-4-piperidyl)tetrazol-5-yl]-1,1-dioxo-2,3-dihydro-1lambda6,5-benzothiazepin-4-one